5,6-bis(4-aminobenzyl)-2-trifluoromethyl-1H-benzimidazole NC1=CC=C(CC2=CC3=C(NC(=N3)C(F)(F)F)C=C2CC2=CC=C(C=C2)N)C=C1